C1(CC(C=2C1=CC1=CC=CC=C1C2)=O)=O 1H-cyclopenta[b]naphthalene-1,3(2H)-dione